FC=1C=C(C=C(C1)C1=CC(=NC=C1)OC)O 3-fluoro-5-(2-methoxypyridin-4-yl)phenol